O(C1=CC=CC=C1)C1=CC=C(C(=O)NCC(=O)N2[C@@H](C[C@H](C2)CC2=CC=C(C=C2)C(F)(F)F)C(=O)O)C=C1 (2S,4R)-1-((4-phenoxybenzoyl)glycyl)-4-(4-(trifluoromethyl)benzyl)pyrrolidine-2-carboxylic acid